N-{4-(naphthalen-2-yl)phenyl}-N-(6-bromo-1,1':4',1''-terphenyl-3-yl)amine C1=C(C=CC2=CC=CC=C12)C1=CC=C(C=C1)NC=1C=C(C(=CC1)Br)C1=CC=C(C=C1)C1=CC=CC=C1